ethoxy-5-[(2R)-2-ethyl-4-[1-(trifluoromethyl)cyclopentanecarbonyl]piperazin-1-yl]-N-(1-methylazetidin-3-yl)-[2,3'-bipyridine]-6-carboxamide C(C)OC=1C(=NC(=C(C1)N1[C@@H](CN(CC1)C(=O)C1(CCCC1)C(F)(F)F)CC)C(=O)NC1CN(C1)C)C=1C=NC=CC1